6-((3-(8-(((3R,4S)-4-fluoropyrrolidin-3-yl)amino)-3-((trifluoromethyl)thio)imidazo[1,2-a]pyridin-2-yl)prop-2-yn-1-yl)amino)-5-methoxy-N-methylpicolinamide F[C@@H]1[C@@H](CNC1)NC=1C=2N(C=CC1)C(=C(N2)C#CCNC2=C(C=CC(=N2)C(=O)NC)OC)SC(F)(F)F